CC1(OC[C@@H](N1C(=O)OC(C)(C)C)CCC(C)=O)C tert-Butyl (S)-2,2-dimethyl-4-(3-oxobutyl)oxazolidine-3-carboxylate